2,3,4,5,6-pentafluorocinnamic acid FC1=C(C=CC(=O)O)C(=C(C(=C1F)F)F)F